C(C=C)(=O)N1CCC(CC1)C(=O)NCCCC(=O)N1CCN(CC1)C1=NC(=NC(=N1)C=1C(=NC(=NC1)N)C(F)F)N1CCOCC1 1-acryloyl-N-(4-(4-(4-(2-amino-4-(difluoromethyl)pyrimidin-5-yl)-6-morpholino-1,3,5-triazin-2-yl)piperazin-1-yl)-4-oxobutyl)piperidine-4-carboxamide